C(C)(C)(C)C1=C(C(C(=O)[O-])=CC(=C1)C(C)(C)C)O.[Fe+2].C(C)(C)(C)C1=C(C(C(=O)[O-])=CC(=C1)C(C)(C)C)O iron 3,5-di-t-butylsalicylate